C=C(C)C1CCC(=CC1C1=CC=CC=C1)C(=O)O 6-(prop-1-en-2-yl)-1,4,5,6-tetrahydro-[1,1'-biphenyl]-3-carboxylic acid